8-(4-(3-(2,4-Dioxotetrahydropyrimidin-1(2H)-yl)-1-methyl-1H-indazol-6-yl)piperazin-1-yl)octanal O=C1N(CCC(N1)=O)C1=NN(C2=CC(=CC=C12)N1CCN(CC1)CCCCCCCC=O)C